C(CCCCCCCCC)OC=1C=CC=CC1 3-decyloxybenzene